C1=CC=CC2=CC3=CC=CC=C3C(=C12)C1=CC=C(C=C1)N(C1=CC=C(C=O)C=C1)C1=CC=C(C=C1)C1=CC=NC=C1 4-((4-(anthracene-9-yl)phenyl)(4-(pyridin-4-yl)phenyl)amino)benzaldehyde